(2-aminobenzo[d]thiazol-6-yl)-1-[2-(4-morpholinyl)ethyl]-3-(naphthalen-1-yl)urea NC=1SC2=C(N1)C=CC(=C2)N(C(=O)NC2=CC=CC1=CC=CC=C21)CCN2CCOCC2